NC1=NN2C(C=C(C=C2)C=2C(=C(C(=O)NCCC(O)C3=C(C=CC=C3)F)C(=CC2)C)F)=N1 3-(2-amino-[1,2,4]triazolo[1,5-a]pyridin-7-yl)-2-fluoro-N-(3-(2-fluorophenyl)-3-hydroxypropyl)-6-methylbenzamide